OC(C)(C)C=1SC(=CN1)S(=O)(N)=NC(NC1=C2CCC2=CC=2CCC12)=O 2-(2-Hydroxypropan-2-yl)-N'-(tricyclo[6.2.0.03,6]deca-1,3(6),7-trien-2-ylcarbamoyl)thiazole-5-sulfonimidamide